3,3-Dimethyl-2-[2-(10-oxo-2,3,5,6-tetrahydro-1H,4H,10H-11-oxa-3a-aza-benzo[de]anthracen-9-yl)-vinyl]-3H-benzo[g]indole-5-Carbonitrile CC1(C(=NC2=C3C(=C(C=C12)C#N)C=CC=C3)C=CC=3C(OC1=C2C=4N(CCCC4C=C1C3)CCC2)=O)C